3-((5-((4-(4-amino-3-(4-phenoxyphenyl)-1H-pyrazolo[3,4-d]pyrimidin-1-yl)piperidin-1-yl)methyl)-4-fluoropyridin-2-yl)amino)piperidine-2,6-dione NC1=C2C(=NC=N1)N(N=C2C2=CC=C(C=C2)OC2=CC=CC=C2)C2CCN(CC2)CC=2C(=CC(=NC2)NC2C(NC(CC2)=O)=O)F